N(=[N+]=[N-])N[C@@H](CCCCN)C(=O)O azido-L-lysine